C(C)(C)(C)OCCNC(C1=CC=CC=C1)=O N-(2-tert-butoxyethyl)benzamide